4-fluoro-3-(3-hydroxy-3-methyl-2-oxoindolin-1-yl)benzaldehyde FC1=C(C=C(C=O)C=C1)N1C(C(C2=CC=CC=C12)(C)O)=O